C1(=CC=CC2=CC=CC=C12)C1=CC=C(C2=CC=CC=C12)B(O)O 4-(NAPHTHALENE-1-YL)-1-NAPHTHALENEBORONIC ACID